1-(1-Ethylpiperidin-4-yl)-7-methyl-5-(8-methyl-[1,2,4]triazolo[1,5-a]pyridin-6-yl)-1,3-dihydro-2H-benzo[d]imidazol-2-on C(C)N1CCC(CC1)N1C(NC2=C1C(=CC(=C2)C=2C=C(C=1N(C2)N=CN1)C)C)=O